N-(2-fluoro-2-methylpropyl)-2-methyl-5-((2-methylthiazol-5-yl)methoxy)benzofuran FC(CN1C(SC(=C1)COC=1C=CC2=C(C=C(O2)C)C1)C)(C)C